(E)-3-(1H-imidazol-5-yl)-prop-2-enoic acid N1C=NC=C1/C=C/C(=O)O